C(C)NCCC[Sn](OC(C)(C)C)(OC(C)(C)C)OC(C)(C)C N-ethyl-3-(tri-tert-butoxystannyl)propan-1-amine